6-(3-(3-((1-(3,5-difluoropyridin-2-yl)cyclopropyl)amino)propanoyl)-3,8-diazabicyclo[3.2.1]octan-8-yl)nicotinonitrile FC=1C(=NC=C(C1)F)C1(CC1)NCCC(=O)N1CC2CCC(C1)N2C2=NC=C(C#N)C=C2